NCC1(CCN(CC1)CCC1=CC=CC=C1)O 4-(aminomethyl)-1-(2-phenylethyl)-4-piperidinol